C(C(=C)C)(=O)O.CC(COC(C)COC(C)COC(C)COC(C)COC(C)CO)O hexapropylene glycol monomethacrylate